CSC1=NC=CC(=N1)C1(CCOCC1)C(=O)OC methyl 4-(2-(methylthio)pyrimidin-4-yl)tetrahydro-2H-pyran-4-carboxylate